2,2'-oxybis(N-(3,7-dimethyloctyl)-N-dodecylacetamide) O(CC(=O)N(CCC(CCCC(C)C)C)CCCCCCCCCCCC)CC(=O)N(CCCCCCCCCCCC)CCC(CCCC(C)C)C